(1R,3S,5R)-2-(2-(3-acetyl-5-(2-methylpyrazolo[1,5-a]pyrimidin-6-yl)-1H-indol-1-yl)acetyl)-5-methyl-N-(3-methyl-6-(trifluoromethyl)pyridin-2-yl)-2-azabicyclo[3.1.0]hexane-3-carboxamide C(C)(=O)C1=CN(C2=CC=C(C=C12)C=1C=NC=2N(C1)N=C(C2)C)CC(=O)N2[C@@H]1C[C@@]1(C[C@H]2C(=O)NC2=NC(=CC=C2C)C(F)(F)F)C